NC=1C=C(C=C(C1)C(F)(F)F)[C@@H](C)NC1=NC(=NC2=CC(=C(C=C12)NCC)C(=O)N1CCOCC1)C (R)-(4-((1-(3-amino-5-(trifluoromethyl)phenyl)ethyl)amino)-6-(ethylamino)-2-methylquinazoline-7-yl)(morpholino)methanone